BrC1=CC=C(C=C1)NS(=O)(=O)C=1C=CC(=C(C(=O)NC2=CC(=CC=C2)[N+](=O)[O-])C1)Cl 5-(N-(4-bromophenyl)sulfamoyl)-2-chloro-N-(3-nitrophenyl)benzamide